2-(adamantan-2-ylidene(methoxy)methyl)-4-hydroxybenzaldehyde C12C(C3CC(CC(C1)C3)C2)=C(C2=C(C=O)C=CC(=C2)O)OC